C[C@@H]1N(C[C@@H](CC1)C1=NC(=CC(=N1)NC1=CC(=NC=C1)C)C1=NC=CN=C1)C(C)=O 1-((2s,5r)-2-methyl-5-(4-((2-methylpyridin-4-yl)amino)-6-(pyrazin-2-yl)pyrimidin-2-yl)piperidin-1-yl)ethan-1-one